O=C1N(C(C=C1)=O)C(=O)OC Methyl 2,5-dioxo-2,5-dihydro-1H-pyrrole-1-carboxylate